COC(=O)[C@H]1N(CCC1)C1=C(N=NN1)C(=O)OC1C(O[C@H](C1)[C@@H]1OC(OC1)(C)C)(C)C (3aR,5R)-5-((R)-2,2-dimethyl-1,3-dioxolane-4-yl)-2,2-dimethyltetrahydrofuranyl 5-((S)-2-(methoxycarbonyl) pyrrolidin-1-yl)-1H-1,2,3-triazole-4-carboxylate